C1(CCCC1)OC=1C=C2C=3C=C(C=CC3N(C2=CC1)CC)C(=O)NCC1=CC=C(C=C1)S(=O)(=O)CC 6-cyclopentanyloxy-9-ethyl-N-(4-(ethylsulfonyl)benzyl)-9H-carbazole-3-carboxamide